S-(benzo[d]thiazol-2-yl) benzenesulfonyl thiosulfate S(=O)(=O)(SC=1SC2=C(N1)C=CC=C2)OS(=O)(=O)C2=CC=CC=C2